F[C@](C)(O)C1=CC=CC=C1 (S)-alpha-fluorophenylethanol